FC=1C(=NC(=NC1)S(=O)(=O)C)C=1C=NN(C1)C1=C(C=C(C=C1)[N+](=O)[O-])N1CCC2(CC2)CC1 6-(2-(4-(5-fluoro-2-(methylsulfonyl)pyrimidin-4-yl)-1H-pyrazol-1-yl)-5-nitrophenyl)-6-azaspiro[2.5]octane